tert-butyl-7-((2-tosylhydrazono)methyl)-5-oxa-2-azaspiro[3.4]octane-2-carboxylate C(C)(C)(C)OC(=O)N1CC2(C1)OCC(C2)C=NNS(=O)(=O)C2=CC=C(C)C=C2